4-[[2-[3-(2,3-Dihydrofuran-4-yl)-1-[(4-methoxyphenyl)methyl]indazol-6-yl]acetyl]amino]-N-[1-(trifluoromethyl)cyclopropyl]pyridine-2-carboxamide O1CCC(=C1)C1=NN(C2=CC(=CC=C12)CC(=O)NC1=CC(=NC=C1)C(=O)NC1(CC1)C(F)(F)F)CC1=CC=C(C=C1)OC